(2R)-2-amino-3-(2-chloro-7-methoxy-4-{[(thiophen-2-yl)methyl]amino}thieno[3,2-d]pyrimidin-6-yl)propan-1-ol dihydrochloride Cl.Cl.N[C@@H](CO)CC1=C(C=2N=C(N=C(C2S1)NCC=1SC=CC1)Cl)OC